isopropoxy-5-({4-[(triisopropylsilyl)oxy]phenyl}amino)benzonitrile C(C)(C)OC1=C(C#N)C=C(C=C1)NC1=CC=C(C=C1)O[Si](C(C)C)(C(C)C)C(C)C